methoxybis(2,6-di-t-butyl-4-methylphenoxy)aluminum CO[Al](OC1=C(C=C(C=C1C(C)(C)C)C)C(C)(C)C)OC1=C(C=C(C=C1C(C)(C)C)C)C(C)(C)C